COC(=O)[C@H]1[C@@H]2/C(/C[C@H](C1)C2)=N/OC (1R,2R,4S,E)-6-(methoxyimino)bicyclo[2.2.1]heptane-2-carboxylic acid methyl ester